3-chloro-5-((1S,2R)-1-hydroxy-2-((3S,4S)-3-methyl-4-((4-(methylsulfonyl)phenoxy)methyl)pyrrolidin-1-yl)propyl)benzonitrile ClC=1C=C(C#N)C=C(C1)[C@@H]([C@@H](C)N1C[C@H]([C@@H](C1)COC1=CC=C(C=C1)S(=O)(=O)C)C)O